NCCCC=CCCC=CCCC(=O)O 12-aminododeca-4,8-dienoic acid